COC(=O)C1(CC1)NC1=C(C=NC2=CC=C(C=C12)Br)[N+](=O)[O-] 1-((6-bromo-3-nitroquinolin-4-yl)amino)cyclopropane-1-carboxylic acid methyl ester